5-acetamido-2-(acetoxymethyl)-6-(hex-5-en-1-yloxy)tetrahydro-2H-pyran-3,4-diyl diacetate C(C)(=O)OC1C(OC(C(C1OC(C)=O)NC(C)=O)OCCCCC=C)COC(C)=O